1-(3-chloro-4-(trifluoromethoxy)phenyl)-2-ethynyl-N-methyl-1H-benzo[d]imidazole-5-carboxamide ClC=1C=C(C=CC1OC(F)(F)F)N1C(=NC2=C1C=CC(=C2)C(=O)NC)C#C